N-benzyl-3,4-dimethoxybenzamide C(C1=CC=CC=C1)NC(C1=CC(=C(C=C1)OC)OC)=O